7-fluoro-3,3-dimethyl-1,2,3,3a,4,9-hexahydropyrrolo[2,1-b]quinazolin-9-one FC1=CC=2C(N3C(NC2C=C1)C(CC3)(C)C)=O